N1N=CC2CNCCC21 3a,4,5,6,7,7a-hexahydro-1H-pyrazolo[4,3-c]pyridine